6-[4-[[4-(5-Hydroxypyridin-3-yl)-3-methylphenyl]methyl]piperazin-1-yl]-N-propylpyridazine-3-carboxamide OC=1C=C(C=NC1)C1=C(C=C(C=C1)CN1CCN(CC1)C1=CC=C(N=N1)C(=O)NCCC)C